C1(=CC=CC=C1)NS(=O)(=O)C1=CC=C(C=C1)NC(=O)NS(=O)(=O)CC1=CC=CC=C1 N-phenyl-4-(3-toluenesulfonylureido)benzenesulfonamide